C1(CC1)C(=O)N1[C@H](CCC1)CNC=1C=2N(N=CC1C(=NC1=C(C=C(C=C1)O)CC)N)C=C(C2)C=2C=NC(=CC2C)OC 4-[[[(1R,2R)-1-(cyclopropanecarbonyl)pyrrolidin-2-yl]methyl]amino]-N'-(2-ethyl-4-hydroxy-phenyl)-6-(6-methoxy-4-methyl-3-pyridyl)pyrrolo[1,2-b]pyridazine-3-carboxamidine